7-bromo-N4-(2-morpholinoethyl)quinazoline-2,4-diamine BrC1=CC=C2C(=NC(=NC2=C1)N)NCCN1CCOCC1